C(CCC)N1C(N(C(C=C1Cl)=O)COCC[Si](C)(C)C)=O 1-butyl-6-chloro-3-((2-(trimethylsilyl)ethoxy)methyl)pyrimidine-2,4(1H,3H)-dione